sodium lauryl phthalate glutamate N[C@@H](CCC(=O)O)C(=O)[O-].C(C=1C(C(=O)O)=CC=CC1)(=O)OCCCCCCCCCCCC.[Na+]